7-fluoro-1-methyl-5-(4,4,5,5-tetramethyl-1,3,2-dioxaborolan-2-yl)benzimidazol-2-amine FC1=CC(=CC2=C1N(C(=N2)N)C)B2OC(C(O2)(C)C)(C)C